CC1(OC(=CC1)CCCCCC)C(=O)O 2-methyl-5-hexylfurancarboxylic acid